[Sn]=O TIN OXIDE